4-phosphobutanediol P(=O)(=O)CCCC(O)O